Di-iso-propyl 1-diazene-1,2-dicarboxylate N(=NC(=O)OC(C)C)C(=O)OC(C)C